ClC=1C=C(C=C2C(=C(C=NC12)C#N)N[C@H](C)C1=CC=CC=C1)N[C@@H](C1=C(N=CS1)C)C=1N=NN(C1)C(C)C 8-chloro-6-(((R)-(1-isopropyl-1H-1,2,3-triazol-4-yl)(4-methylthiazol-5-yl)methyl)amino)-4-(((R)-1-phenylethyl)amino)quinoline-3-carbonitrile